[PH2](O)=O.C1(=CC=CC=C1)C=1C(=C(C(=O)[Li])C(=CC1C)C)C phenyl-2,4,6-trimethylbenzoyl-lithium phosphinate